COC1=C(C(=O)O)C=CC=C1C1=CC=NC=C1 2-methoxy-3-(pyridin-4-yl)benzoic acid